NC[C@@H]([C@@H](C1=CC=C(C=C1)F)C1=CC=C(C=C1)Cl)O (1S,2R)-3-amino-1-(4-chlorophenyl)-1-(4-fluorophenyl)propan-2-ol